4-[5-(aminomethyl)pyrimidin-2-yl]-3-[2-methyl-6-(oxan-4-ylmethylamino)pyrimidin-4-yl]oxybenzonitrile NCC=1C=NC(=NC1)C1=C(C=C(C#N)C=C1)OC1=NC(=NC(=C1)NCC1CCOCC1)C